NCC1=CC=C(C=C1)N1C(=NC=2C1=NC(=CC2)C(C)C)C=2C(=NC=CC2)N 3-(3-(4-(aminomethyl)phenyl)-5-isopropyl-3H-imidazo[4,5-b]pyridin-2-yl)pyridin-2-amine